Cl.FC1=CC(=CC=2N(C=NC21)C)N 4-fluoro-1-methyl-1H-benzo[d]imidazol-6-amine hydrochloride